4,4'-diaminobiphenyl-2,2'-diol NC=1C=C(C(=CC1)C=1C(=CC(=CC1)N)O)O